C1CC(=[N+](C1)CC2=C(C(=O)NC(=O)N2)Cl)N The molecule is a carboxamidinium ion obtained by protonation of the amidine function of tipiracil. It is a conjugate acid of a tipiracil.